di-(2-ethylhexyl)sebacate C(C)C(COC(CCCCCCCCC(=O)OCC(CCCC)CC)=O)CCCC